N1=CC(=CC=C1)OC(C(C)(C)C)=O 3-Pyridyl-2,2-dimethylpropanoate